(R)-(7-bromo-2-methyl-4-((1-(2-methyl-3-(trifluoromethyl)phenyl)ethyl)amino)quinazolin-6-yl)dimethylphosphine oxide BrC1=C(C=C2C(=NC(=NC2=C1)C)N[C@H](C)C1=C(C(=CC=C1)C(F)(F)F)C)P(C)(C)=O